(indenyl)(2-methylindenyl)zirconium dichloride [Cl-].[Cl-].C1(C=CC2=CC=CC=C12)[Zr+2]C1C(=CC2=CC=CC=C12)C